C(C)C1=C(C=C(C(=C1)C1=CC=CC=C1)CC)C1=CC=CC=C1 2',5'-diethyl[1,1':4',1''-terphenyl]